ClC1=C2C(=C(N=N1)Cl)N=CC=C2 5,8-dichloropyridino[2,3-d]pyridazine